1-(4-(2-(3,4-dimethoxyphenyl)-3-ethyl-1H-indol-5-yl)piperidin-1-yl)-2-((1-(hydroxymethyl)cyclopentyl)amino)ethan-1-one COC=1C=C(C=CC1OC)C=1NC2=CC=C(C=C2C1CC)C1CCN(CC1)C(CNC1(CCCC1)CO)=O